(E)-7-(3-(2-chlorobenzyl)-2,5-dioxopyrrolidinyl)-N-hydroxyheptanamide ClC1=C(CC2C(N(C(C2)=O)CCCCCCC(=O)NO)=O)C=CC=C1